ClC1=C(C=CC=C1)NC(NC=1C=NN(C1)C=1C=C(SC1)C(=O)NC[C@@H]1CN(CC1)C)=O (R)-4-(4-(3-(2-chlorophenyl)ureido)-1H-pyrazol-1-yl)-N-((1-methylpyrrolidin-3-yl)methyl)thiophene-2-carboxamide